tert-butyl N-[(1R,3S)-3-[6-[5-(trifluoromethyl)-2-(2-trimethylsilylethoxymethyl)pyrazol-3-yl]-[1,2,4]triazolo[4,3-a]pyridin-3-yl]cyclohexyl]carbamate FC(C=1C=C(N(N1)COCC[Si](C)(C)C)C=1C=CC=2N(C1)C(=NN2)[C@@H]2C[C@@H](CCC2)NC(OC(C)(C)C)=O)(F)F